Lithium sulfur 2-(4-Chlorophenyl)imidazo[1,2-a]pyrimidine ClC1=CC=C(C=C1)C=1N=C2N(C=CC=N2)C1.[S].[Li]